(R)-1-(3-((1S,3S)-1-(2,6-difluoro-4-((1-(3-fluoropropyl)azetidin-3-yl)amino)phenyl)-3-methyl-1,3,4,9-tetrahydro-2H-pyrido[3,4-b]indol-2-yl)bicyclo[1.1.1]pentan-1-yl)ethan-1-ol FC1=C(C(=CC(=C1)NC1CN(C1)CCCF)F)[C@@H]1N([C@H](CC2=C1NC1=CC=CC=C21)C)C21CC(C2)(C1)[C@@H](C)O